3-{4-[(3-fluoro-1H-pyrrolo[2,3-b]pyridin-4-yl)oxy]-3-isopropylphenyl}-1-[3-(trifluoromethyl)phenyl]-2,4-imidazolidinedione FC1=CNC2=NC=CC(=C21)OC2=C(C=C(C=C2)N2C(N(CC2=O)C2=CC(=CC=C2)C(F)(F)F)=O)C(C)C